N-(heptan-4-yl)-1H-indole CCCC(CCC)N1C=CC2=CC=CC=C12